cis,cis-N',N3,N5-Tris(6-(didodecylamino)hexyl)-1,3,5-trimethylcyclohexane-1,3,5-tricarboxamide C(CCCCCCCCCCC)N(CCCCCCN(C(=O)C1(CC(CC(C1)(C(=O)NCCCCCCN(CCCCCCCCCCCC)CCCCCCCCCCCC)C)(C(=O)N)C)C)CCCCCCN(CCCCCCCCCCCC)CCCCCCCCCCCC)CCCCCCCCCCCC